(hydroxymethyl)triphenylphosphonium chloride [Cl-].OC[P+](C1=CC=CC=C1)(C1=CC=CC=C1)C1=CC=CC=C1